[O-]OO[O-].[Cs+].[Cs+] cesium tetraoxide